(3aS,7aS)-3a-(3,4-dimethoxyphenyl)-1-methyl-2,3,3a,4,5,7a-hexahydro-1H-indol-6-yl-2,6-dimethylbenzoate COC=1C=C(C=CC1OC)[C@@]12CCN([C@H]2C=C(CC1)OC(C1=C(C=CC=C1C)C)=O)C